4-bromo-N-(2,5-dichloropyrimidin-4-yl)indolin-7-amine BrC1=C2CCNC2=C(C=C1)NC1=NC(=NC=C1Cl)Cl